ClC=1C=C(C=CC1Cl)C(Cl)(Cl)Cl 3,4-dichlorobenzotrichloride